2-(4-(6-((4-chloro-2-fluorobenzyl)oxy)pyridin-2-yl)-2,5-difluorobenzyl)-1-((3R,4R)-4-isopropoxytetrahydrofuran-3-yl)-1H-benzo[d]imidazole-6-carboxylic acid ClC1=CC(=C(COC2=CC=CC(=N2)C2=CC(=C(CC3=NC4=C(N3[C@@H]3COC[C@@H]3OC(C)C)C=C(C=C4)C(=O)O)C=C2F)F)C=C1)F